[2-(2-{5'-fluoro-7-methoxy-1'-methyl-[4,6'-biindazol]-1-yl}acetamido)acetamido]acetic acid FC=1C=C2C=NN(C2=CC1C=1C=2C=NN(C2C(=CC1)OC)CC(=O)NCC(=O)NCC(=O)O)C